trans-N-(3-(4-cyclopropoxy-2-methoxypyridin-3-yl)-1H-pyrrolo[2,3-b]pyridin-6-yl)-2-(2-(dimethylamino)ethyl)cyclopropane-1-carboxamide C1(CC1)OC1=C(C(=NC=C1)OC)C1=CNC2=NC(=CC=C21)NC(=O)[C@H]2[C@@H](C2)CCN(C)C